(2S,3S,4R,5R)-2-((R)-6-chloro-5-fluoroisochroman-1-yl)-5-(4-methyl-7H-pyrrolo[2,3-d]pyrimidin-7-yl)tetrahydrofuran-3,4-diol ClC=1C(=C2CCO[C@H](C2=CC1)[C@H]1O[C@H]([C@@H]([C@@H]1O)O)N1C=CC2=C1N=CN=C2C)F